C(C1=CC=CC=C1)N1B(N(C2=C3C1=CC=CC3=CC=C2)P(C2CCCCC2)C2CCCCC2)C=2C(=C3CC(CC3=C(C2CCCCl)C)(C(=O)OC)C(=O)OC)C (S)-dimethyl 5-(1-benzyl-3-(dicyclohexylphosphaneyl)-1H-naphtho[1,8-de][1,3,2]diazaborinin-2(3H)-yl)-6-(3-chloropropyl)-4,7-dimethyl-1,3-dihydro-2H-indene-2,2-dicarboxylate